O1[C@@H](COCC1)CNC1=NC(N2C(C3=CC=C(C=C3CC2)OCC2CC2)=C1)=O (R)-2-(((1,4-dioxane-2-yl)methyl)amino)-9-(cyclopropylmethoxy)-6,7-dihydro-4H-pyrimido[6,1-a]isoquinolin-4-one